CC1=CC=C(C=C1)S(=O)(=O)[O-].C(C=C)[C@@]1(C2=[N+]([C@@H]([C@H](C1)C1=CC(=CC=C1)Cl)C1=CC=C(C=C1)Cl)[C@H](CO2)C(C)C)C (3S,5S,6R,8S)-8-Allyl-6-(3-chlorophenyl)-5-(4-chlorophenyl)-3-isopropyl-8-methyl-2,3,5,6,7,8-hexahydrooxazolo[3,2-a]pyridin-4-ium 4-methylbenzenesulfonate